FC=1C=C(C=C(C1)F)C(C(=O)N)O 2-(3,5-difluorophenyl)-2-hydroxyacetamide